FC=1C=CC=C2C(=NC=3N(C12)C=NN3)N3CCCC1=C(C=CC=C31)C#CC(C)(O)C 4-(1-(9-fluoro-[1,2,4]triazolo[4,3-a]quinazolin-5-yl)-1,2,3,4-tetrahydroquinolin-5-yl)-2-methylbut-3-yn-2-ol